C(C)(CC)N1C(N=C2C(C1=O)=CC=CN2CC=2C=NC(=CC2)Cl)=O 3-(sec-butyl)-8-((6-chloropyridin-3-yl)methyl)pyrido[2,3-d]pyrimidine-2,4(3h,8h)-dione